FC1=C(C(=C(C(=C1F)F)F)F)[B-](C1=C(C(=C(C(=C1F)F)F)F)F)(C1=C(C(=C(C(=C1F)F)F)F)F)C1=C(C(=C(C(=C1F)F)F)F)F.C(CCCCCCCCCCCCC)[NH+](CCCCCCCCCCCC)C1=C(C=CC=C1)C N-tetradecyl-N-dodecyl-tolylammonium [tetrakis(perfluorophenyl) borate]